C(C)(C)N1CCC(CC1)NC(=O)C1=NNC(=C1)C=1C=C(C=2N(C1)N=CN2)C N-(1-isopropylpiperidin-4-yl)-5-(8-methyl-[1,2,4]triazolo[1,5-a]pyridin-6-yl)-1H-pyrazole-3-carboxamide